P(=O)(O)(O)O.COC(=O)C1=C[C@H]([C@@H]([C@H](C1)N)NC(C)=O)OC(CC)CC (3R,4R,5S)-4-acetamido-5-amino-3-(1-ethylpropoxy)-1-cyclohexene-1-carboxylic acid methyl ester phosphate